(1S,2S)-N-(6-(5-chloro-6-fluoro-7-((R)-3-hydroxypyrrolidin-1-yl)-1H-indazol-4-yl)imidazo[1,2-a]pyrazin-2-yl)-2-fluorocyclopropane-1-carboxamide ClC=1C(=C2C=NNC2=C(C1F)N1C[C@@H](CC1)O)C=1N=CC=2N(C1)C=C(N2)NC(=O)[C@H]2[C@H](C2)F